3-cyclohexyl-1-ethyl-2,4-dioxo-1,2,3,4-tetrahydropyrimidine-5-carboxylic acid ethyl ester C(C)OC(=O)C=1C(N(C(N(C1)CC)=O)C1CCCCC1)=O